2-(4,5-dibromophenyl)-4,6-di(3-pyridyl)-1,3,5-triazine BrC1=CC=C(C=C1Br)C1=NC(=NC(=N1)C=1C=NC=CC1)C=1C=NC=CC1